C(C)(=O)N[C@H]1[C@@H](O[C@@H]([C@@H]([C@@H]1OC(C)=O)OC(C)=O)COC(C)=O)OCCCCCCNC(CCO[C@@H]1CC(C[C@H](C1OCCC(NCCCCCCO[C@@H]1O[C@@H]([C@@H]([C@@H]([C@H]1NC(C)=O)OC(C)=O)OC(C)=O)COC(C)=O)=O)OCCC(NCCCCCCO[C@@H]1O[C@@H]([C@@H]([C@@H]([C@H]1NC(C)=O)OC(C)=O)OC(C)=O)COC(C)=O)=O)C(=O)NCCCCCC(=O)O)=O 6-((3R,5R)-3,4,5-tris(3-((6-(((2R,3R,4R,5R,6R)-3-acetamido-4,5-diacetoxy-6-(acetoxymethyl)tetrahydro-2H-pyran-2-yl)oxy)hexyl)amino)-3-oxopropoxy)cyclohexane-1-carboxamido)hexanoic acid